FC1=C(C(=O)NC(=O)OC(C)(C)C)C=CC=C1C 2-fluoro-N-Boc-methylbenzamide